CC1(C=2C=CC=CC2C=2N(C3=CC=C4C(=C3C21)C2=C(O4)C=CC=C2)C2=NC4=CC=CC=C4C(=N2)C2=CC=CC=C2)C 13,13-dimethyl-8-(4-phenylquinazolin-2-yl)-8,13-dihydrobenzofuro[3,2-e]indeno[1,2-b]indole